C12(C(CCCC1)O2)[Si](OCC)(OCC)CC (epoxycyclohexyl)-ethyldiethoxysilane